2-[1-methyl-5-(trifluoromethyl)pyrazol-3-yl]-N-[4-[3-(2-pyridyl)-1H-pyrrolo[3,2-b]pyridin-2-yl]-2-pyridyl]acetamide CN1N=C(C=C1C(F)(F)F)CC(=O)NC1=NC=CC(=C1)C1=C(C2=NC=CC=C2N1)C1=NC=CC=C1